methyl 3-bromo-5-methylsulfanyl-4-nitro-benzoate BrC=1C=C(C(=O)OC)C=C(C1[N+](=O)[O-])SC